N-(4-{[6-(5-chloro-2-fluorophenyl)-3-[(2-hydroxyethyl)sulfanyl]pyridazin-4-yl]amino}pyridin-2-yl)-3-[4,4-difluoro-3-(hydroxymethyl)piperidin-1-yl]cyclobutane-1-carboxamide ClC=1C=CC(=C(C1)C1=CC(=C(N=N1)SCCO)NC1=CC(=NC=C1)NC(=O)C1CC(C1)N1CC(C(CC1)(F)F)CO)F